ClCC=1N(C=2C(=NC=C(C2)C(=O)[O-])N1)CC1(CC1)CF 2-(chloromethyl)-1-((1-(fluoromethyl)cyclopropyl)methyl)-1H-imidazo[4,5-b]pyridine-6-carboxylate